1-(2-methylpyridin-3-yl)ethan-1-one CC1=NC=CC=C1C(C)=O